3-(2,3-epoxypropyl)propyl-trimethoxysilane C(C1CO1)CCC[Si](OC)(OC)OC